CN(C1=CC=C(C=CC2=NC=CC=C2CI)C=C1)C 2-(p-dimethylamino-styryl)-pyridylmethyliodide